(S)-N-(5-Methyl-7-((3-methyloxetan-3-yl)ethynyl)-4-oxo-2,3,4,5-tetrahydrobenzo[b][1,4]oxazepin-3-yl)-4-phenoxypicolinamid CN1C2=C(OC[C@@H](C1=O)NC(C1=NC=CC(=C1)OC1=CC=CC=C1)=O)C=CC(=C2)C#CC2(COC2)C